Pentanatrium phosphat P(=O)([O-])([O-])[O-].[Na+].[Na+].[Na+].[Na+].[Na+]